1,2-diphenylcyclobutane C1(=CC=CC=C1)C1C(CC1)C1=CC=CC=C1